O-Acetylsalicyloyl chloride CC(=O)OC1=CC=CC=C1C(=O)Cl